3,4,5-trihydroxyundecylbenzene OC(CCC1=CC=CC=C1)C(C(CCCCCC)O)O